C1(=CC=CC=C1)C=1SC(=CN1)N 2-phenylthiazol-5-amine